(1-(6-(4-(3H-imidazo[4,5-b]pyridin-7-yl)-1H-pyrazol-1-yl)pyridin-3-yl)-2,2,2-trifluoroethyl)-3-cyclopropylurea N1=CNC2=NC=CC(=C21)C=2C=NN(C2)C2=CC=C(C=N2)C(C(F)(F)F)NC(=O)NC2CC2